4-((1R,3S)-3-hydroxycyclohexylamino)-2-((1S,4R)-4-methoxycycloheptylamino)pyrimidine-5-carboxamide O[C@@H]1C[C@@H](CCC1)NC1=NC(=NC=C1C(=O)N)N[C@@H]1CC[C@@H](CCC1)OC